C(C1=CC=CC=C1)NC1C2CCC(CC1)N2C(=O)OC(C)(C)C tert-butyl 2-(benzylamino)-8-azabicyclo[3.2.1]octane-8-carboxylate